bis-(1,2,2,6,6-penta-methyl-piperidyl)-sebacat CN1C(C(CCC1(C)C)C(C(=O)[O-])(CCCCCCCC(=O)[O-])C1C(N(C(CC1)(C)C)C)(C)C)(C)C